C[C@@H]1C(CCC([C@H]2CC([C@@H]2CC1)(C)C)=C)=O (1S,6S,9R)-6,10,10-trimethyl-2-methylenebicyclo[7.2.0]undecan-5-one